4-(3-(1-methyl-1H-pyrazol-4-yl)-1H-indazol-5-yl)-1-(3-(trifluoromethyl)benzyl)pyridin-2(1H)-one CN1N=CC(=C1)C1=NNC2=CC=C(C=C12)C1=CC(N(C=C1)CC1=CC(=CC=C1)C(F)(F)F)=O